COC(=O)C1=CN(C(C=C1O)=O)C1(CC1)C(F)F 1-(1-(difluoromethyl)cyclopropyl)-4-hydroxy-6-oxo-1,6-dihydropyridine-3-carboxylic acid methyl ester